FC1=C(C(=O)C2=CC=CC=C2)C=CC(=C1Br)F 2,4-difluoro-3-bromobenzophenone